FC(C1=NN=C(O1)C1=CC(=C(CN(C(NC2CCS(CC2)(=O)=NC(C(F)(F)F)=O)=O)C2=CC=CC=C2)C=C1)F)F N-(4-(3-(4-(5-(difluoromethyl)-1,3,4-oxadiazol-2-yl)-2-fluorobenzyl)-3-phenylureido)-1-oxidotetrahydro-2H-thiopyran-1-yliden)-2,2,2-trifluoroacetamide